(R)-5-(N-(2-(4-(3-bromothiophene-2-carbonyl)-2-methylpiperazin-1-yl)phenyl)-N-phenethylsulfamoyl)-3-methylbenzofuran-2-carboxylic acid ethyl ester C(C)OC(=O)C=1OC2=C(C1C)C=C(C=C2)S(N(CCC2=CC=CC=C2)C2=C(C=CC=C2)N2[C@@H](CN(CC2)C(=O)C=2SC=CC2Br)C)(=O)=O